4-(1-methyl-1H-1,2,4-triazol-3-yl)pyridin-2-amine CN1N=C(N=C1)C1=CC(=NC=C1)N